FC(C=1C=C2C=C(C=NC2=CC1)C(=O)N1CCN(CC1)C1=NC2=CC=CC=C2C(N1)=O)(F)F 2-[4-[6-(Trifluoromethyl)quinoline-3-carbonyl]piperazin-1-yl]-3H-quinazolin-4-one